O=N=1ON=C2C1C=C(C=C2)S(=O)(=O)O 3-oxo-2,1,3λ5-benzoxadiazole-5-sulfonic acid